tert-butyl (2-(4-(2-amino-3,5-dicyano-6-mercapto-pyridin-4-yl)phenoxy)ethyl)carbamate NC1=NC(=C(C(=C1C#N)C1=CC=C(OCCNC(OC(C)(C)C)=O)C=C1)C#N)S